Benzyl (S)-3-(3-((2-((((9H-fluoren-9-yl)methoxy)carbonyl)amino)-4-amino-4-oxobutanamido)methyl)-2,4-Dioxotetrahydropyrimidin-1(2H)-yl)-4-methoxybenzoate C1=CC=CC=2C3=CC=CC=C3C(C12)COC(=O)N[C@H](C(=O)NCN1C(N(CCC1=O)C=1C=C(C(=O)OCC2=CC=CC=C2)C=CC1OC)=O)CC(=O)N